FC=1C=2N(C=C(C1)C1=CNC=3N=C(N=CC31)N[C@H](COC)C)C=C(N2)C (S)-5-(8-fluoro-2-methylimidazo[1,2-a]pyridin-6-yl)-N-(1-methoxypropan-2-yl)-7H-pyrrolo[2,3-d]pyrimidin-2-amine